ClC=1C=C(C=CC1)/C=C/C(=O)OC1=CC=C(\C=N\C2=CC=C(C(=O)O)C=C2)C=C1 4-((E)-((E)-4-((E)-3-(3-chlorophenyl)acryloyloxy)benzylidene)amino)benzoic acid